6-hydroxy-6-methyl-1,4-diazepane-1-carboxylic acid tert-butyl ester C(C)(C)(C)OC(=O)N1CCNCC(C1)(C)O